1-(4-chlorobenzyl)-3-(2-((2-methoxyphenyl)sulfonyl)-2-azaspiro[3.3]hept-6-yl)urea ClC1=CC=C(CNC(=O)NC2CC3(CN(C3)S(=O)(=O)C3=C(C=CC=C3)OC)C2)C=C1